piperidin-1-amine N1(CCCCC1)N